(2S,4R)-1-((9,9-difluoro-9H-fluorene-3-carbonyl)glycyl)-4-fluoro-4-(methoxymethyl)pyrrolidine-2-carboxylic acid FC1(C2=CC=CC=C2C=2C=C(C=CC12)C(=O)NCC(=O)N1[C@@H](C[C@@](C1)(COC)F)C(=O)O)F